F\C(=C/CN)\CS(=O)(=O)C1=NC2=CC=CC=C2C=C1 (Z)-3-Fluoro-4-(chinolin-2-ylsulfonyl)but-2-en-1-amin